3-((4-(4-methyl-4H-1,2,4-triazol-3-yl)piperidin-1-yl)methyl)aniline CN1C(=NN=C1)C1CCN(CC1)CC=1C=C(N)C=CC1